C(C)OC=1C=C(C=2N(C1)N=C1C2C=NN1)C=1C=CC(=NC1)N1CCC2(CCCNC2)CC1 9-(5-(6-Ethoxy-1H-pyrazolo[3',4':3,4]pyrazolo[1,5-a]pyridin-4-yl)pyridin-2-yl)-2,9-diazaspiro[5.5]undecane